N-[(2-chloro-4-methoxyphenyl)methyl]-6-methyl-4-[(1-methylcyclopropyl)amino]furo[2,3-d]pyrimidine-5-carboxamide ClC1=C(C=CC(=C1)OC)CNC(=O)C1=C(OC=2N=CN=C(C21)NC2(CC2)C)C